C(C)Br.[P] phosphorus ethylbromide